CC(=O)N[C@@H]1[C@H]([C@H]([C@H](O[C@H]1O)CO[C@H]2[C@@H]([C@H]([C@H]([C@H](O2)CO)O)O[C@H]3[C@@H]([C@H]([C@@H]([C@H](O3)COS(=O)(=O)O)O)O)O)NC(=O)C)O)O[C@H]4[C@@H]([C@H]([C@@H]([C@H](O4)COS(=O)(=O)O)O)O)O The molecule is a dimeric branched amino tetrasaccharide consisting of 6-O-sulfo-beta-D-glucosyl-(1->3)-N-acetyl-beta-D-galactosamine, having a further 6-O-sulfo-beta-D-glucosyl-(1->3)-N-acetyl-beta-D-galactosaminyl moiety attached at the 6-position of the galactosamine. It is an oligosaccharide sulfate and an amino tetrasaccharide. It is a conjugate acid of a 6-O-sulfonato-beta-D-glucosyl-(1->3)-[6-O-sulfonato-beta-D-glucosyl-(1->3)-N-acetyl-beta-D-galactosaminyl-(1->6)]-N-acetyl-beta-D-galactosamine(2-).